CC=1C(=NC(=NC1)NC1COCC1)N1C=C(C=C1)C(=O)NC(CO)C1=CC=CC=C1 1-(5-methyl-2-((tetrahydrofuran-3-yl)amino)pyrimidin-4-yl)-N-(2-hydroxy-1-phenylethyl)-1H-pyrrole-3-carboxamide